5-isopropyl-6-methoxy-4-methylpyridin-3-ol C(C)(C)C=1C(=C(C=NC1OC)O)C